ClC=1C=C2C(=NN1)NC[C@@]1(N2C[C@@H](C1)O)CF (6aR,8R)-2-chloro-6a-(fluoromethyl)-5,6,6a,7,8,9-hexahydropyrrolo[1',2':4,5]pyrazino[2,3-c]pyridazin-8-ol